C12(CC3CC(CC(C1)C3)C2)C(=O)O.ON2C(C=3C(C2=O)=CC=CC3)=O N-hydroxyphthalimide adamantanate